C(C)(C)(C)OC(CN1C(C=C(C(=C1)OC)C1=C(C=CC(=C1)Cl)C1=CN=CO1)=O)=O {4-[5-chloro-2-(1,3-oxazol-5-yl)phenyl]-5-methoxy-2-oxopyridin-1(2H)-yl}acetic acid tert-butyl ester